methyl 2-((4-((6-((4-cyano-2-fluorobenzylthio) methyl) pyridin-2-yl) oxy) piperidin-1-yl) methyl)-1-((1-ethyl-1H-imidazol-5-yl) methyl)-1H-benzo[d]imidazole-6-carboxylate C(#N)C1=CC(=C(CSCC2=CC=CC(=N2)OC2CCN(CC2)CC2=NC3=C(N2CC2=CN=CN2CC)C=C(C=C3)C(=O)OC)C=C1)F